8-(4-isobutyrylpiperazin-1-yl)-N-(4-methoxybenzyl)imidazo[1,2-a]pyridine-6-sulfonamide C(C(C)C)(=O)N1CCN(CC1)C=1C=2N(C=C(C1)S(=O)(=O)NCC1=CC=C(C=C1)OC)C=CN2